N-((3R,5S)-5-((1H-1,2,3-triazol-1-yl)methyl)-1-cyanopyrrolidin-3-yl)-5-(5-cyano-2-(pyrrolidin-1-yl)pyridin-3-yl)-1,3,4-oxadiazole-2-carboxamide N1(N=NC=C1)C[C@@H]1C[C@H](CN1C#N)NC(=O)C=1OC(=NN1)C=1C(=NC=C(C1)C#N)N1CCCC1